C(C)(C)(C)OC(N[C@@H]1[C@H]2C[C@@H]([C@@H](C1)O2)C=2OC(=NN2)[C@@H]2C[C@@H](C2)OC(F)(F)F)=O |&1:7,8,10,11| (rac-(1R,2S,4R,5S)-5-(5-(cis-3-(trifluoromethoxy)cyclobutyl)-1,3,4-oxadiazol-2-yl)-7-oxabicyclo[2.2.1]hept-2-yl)carbamic acid tert-butyl ester